C(=O)C1=CC=C(C=C1)C=1N=NN(C1)C=1C=C(C#N)C=CC1 3-(4-(4-formylphenyl)-1H-1,2,3-triazol-1-yl)benzonitrile